C(C1=CC=CC=C1)(=O)O.CS methyl mercaptan benzoate